N1C[C@H](CCC1)C1=CC=C(C=C1)NC(=O)C1=NC=C(N=C1)Cl 5-Chloro-pyrazine-2-carboxylic acid ((R)-4-piperidin-3-yl-phenyl)-amide